ClC1=CC=C(C=C1)/C=C(/CO)\C1=CC=CC=C1 (E)-3-(4-chlorophenyl)-2-phenylprop-2-en-1-ol